ClCC=1C(=NSC1C)C 4-(chloromethyl)-3,5-dimethylisothiazole